ethyl 5-(((tetrahydro-2H-pyran-2-yl) oxy) methyl)-oxazole-3-carboxylate O1C(CCCC1)OCC1=CN(CO1)C(=O)OCC